[C@]12(OCC[C@@H](OC1)C2)C=2N=C1N(C=C(C(=N1)OC(C)C)C(=O)OC)C2 |r| rac-methyl 2-((1R,5R)-2,6-dioxabicyclo[3.2.1]octan-1-yl)-7-isopropoxyimidazo[1,2-a]pyrimidine-6-carboxylate